N-(4-((7-oxo-7,8-dihydro-1,8-naphthyridin-4-yl)amino)benzyl)sulfamide dihydrochloride Cl.Cl.O=C1C=CC=2C(=CC=NC2N1)NC1=CC=C(CNS(=O)(=O)N)C=C1